N-((E)-(cyclohexylimino)(piperidin-1-yl)methyl)-3-(2-hydroxyphenyl)acrylamide C1(CCCCC1)\N=C(/NC(C=CC1=C(C=CC=C1)O)=O)\N1CCCCC1